O1CC(C1)C1=CC=C(N)C=C1 4-(oxetan-3-yl)aniline